4-((4-fluoro-2-methyl-1H-indol-5-yl) oxy)-7-methoxyquinolin-6-yl 4,7-diazaspiro[2.5]octane-7-carboxylate C1CC12NCCN(C2)C(=O)OC=2C=C1C(=CC=NC1=CC2OC)OC=2C(=C1C=C(NC1=CC2)C)F